O1CCOC12CCC(CC2)CC(=O)OCC ethyl 2-(1,4-dioxaspiro[4.5]decan-8-yl)acetate